COC1=C(C=O)C=C(C(=N1)O[C@H]1CCC2=C(C=CC=C12)B1OC(C(O1)(C)C)(C)C)C(F)(F)F (S)-2-methoxy-6-((4-(4,4,5,5-tetramethyl-1,3,2-dioxaborolan-2-yl)-2,3-dihydro-1H-inden-1-yl)oxy)-5-(trifluoromethyl)nicotinaldehyde